BrCC(=O)[C@H]1CC[C@H]2[C@H]3CC[C@@H]4C[C@H](CC([C@@]4([C@H]3CC[C@]12C)C)O)C 2-bromo-1-((3R,5R,8R,9S,10S,13S,14S,17S)-hydroxy-3,10,13-trimethylhexadecahydro-1H-cyclopenta[a]phenanthren-17-yl)ethanone